iminodiacetic acid sodium hydroxide [OH-].[Na+].N(CC(=O)O)CC(=O)O